(1S,3S,5S)-2-glycyl-2-azabicyclo[3.1.0]hexane-3-carbonitrile hydrochloride Cl.NCC(=O)N1[C@H]2C[C@H]2C[C@H]1C#N